ClC=1C=2C(C3=NC(=CC(=C3OC2C=CC1)C1=CC=C(C=C1)N1CCNCC1)NCCC)=O 9-chloro-4-(4-(piperazin-1-yl)phenyl)-2-propylamino-10H-chromeno[3,2-b]pyridin-10-one